(3-((2-((diethylamino)methyl)benzyl)carbamoyl)phenyl)thiophene-2-Carboxamide C(C)N(CC)CC1=C(CNC(=O)C=2C=C(C=CC2)C2=C(SC=C2)C(=O)N)C=CC=C1